FC([C@H]1NC(OC1)=O)F (S)-4-(difluoromethyl)oxazolidin-2-one